C1(=CC=CC=C1)C1CN2C(CO1)=NC(=C2)C(=O)O 6-phenyl-5,6-dihydro-8H-imidazo[2,1-c][1,4]oxazine-2-carboxylic acid